OCC1=NC=CC(=C1)C1=NC2=C(N1C=1C=C3CCC(NC3=CC1)=O)C=CC(=C2)C(=O)NC 2-[2-(hydroxymethyl)-4-pyridinyl]-N-methyl-1-(2-oxo-3,4-dihydro-1H-quinolin-6-yl)benzimidazole-5-carboxamide